((2R,3S,4R,5R)-5-(4-aminopyrrolo[2,1-f][1,2,4]triazin-7-yl)-5-cyano-3,4-dihydroxytetrahydrofuran-2-yl)methyl cyclopropyl carbonate C(OC[C@H]1O[C@@]([C@@H]([C@@H]1O)O)(C#N)C1=CC=C2C(=NC=NN21)N)(OC2CC2)=O